NCC=1C=NC(=NC1)C1=C(C=C(C#N)C=C1)OC1=NC(=NC(=C1)NCCC)C 4-[5-(aminomethyl)pyrimidin-2-yl]-3-[2-methyl-6-(propylamino)pyrimidin-4-yl]oxybenzonitrile